(1,3-Dimethyl-azetidin-3-yl)-[3-((E)-3-methoxy-propenyl)-phenyl]-(4-trifluoromethoxy-phenyl)-methanol CN1CC(C1)(C)C(O)(C1=CC=C(C=C1)OC(F)(F)F)C1=CC(=CC=C1)\C=C\COC